C(C)(C)(C)OC([C@@H](NC(=O)OCC1C2=CC=CC=C2C2=CC=CC=C12)CCCCN)=O N-FMOC-lysine tert-butyl ester